C1(=CCC(C=C1)(P([O-])[O-])P([O-])[O-])C1=CC=CC=C1 4,4-biphenyldiphosphonite